C12N(CC(NC1)CC2)C=2C1=C(N=C(N2)OC[C@H]2N(CCC2)C([2H])([2H])[2H])C(N(C(=C1)C(F)(F)F)C1=CC(=CC2=CC=C(C(=C12)F)F)O)=O 4-(2,5-Diazabicyclo[2.2.2]octan-2-yl)-7-(7,8-difluoro-3-hydroxynaphthalen-1-yl)-2-(((S)-1-(methyl-d3)pyrrolidin-2-yl)methoxy)-6-(trifluoromethyl)pyrido[3,4-d]pyrimidin-8(7H)-one